CC1(OB(OC1(C)C)C=C1CCC(CC1)NC(OCCCC)=O)C Butyl (4-((4,4,5,5-tetramethyl-1,3,2-dioxaborolan-2-yl)methylene)cyclohexyl)carbamate